FC=1C=C(C=CC1C1=NOC(=N1)C(F)(F)F)CN1N=C(N=C1)C#N 1-[[3-fluoro-4-[5-(trifluoromethyl)-1,2,4-oxadiazol-3-yl]phenyl]methyl]-1,2,4-triazole-3-carbonitrile